C(C1=CC=CC=C1)N(S(=O)(=O)C)\C=C/C1=CC=CC=C1 (Z)-N-benzyl-N-styrylmethanesulfonamide